C(C)OC1=C(C=C2CC([C@H](C2=C1)NC(O[C@@H]1CN2CCC1CC2)=O)(C)C)C2=CC=C(C=C2)OC(C)C (S)-quinuclidin-3-yl ((R)-6-ethoxy-5-(4-isopropoxyphenyl)-2,2-dimethyl-2,3-dihydro-1H-inden-1-yl)carbamate